CC1=CC=CC(=N1)C=1C=C(C=2OCCNC2N1)NC1=C2C(=NC=C1)NN=C2 6-(6-methylpyridin-2-yl)-N-{1H-pyrazolo[3,4-b]pyridin-4-yl}-2H,3H,4H-pyrido[3,2-b][1,4]oxazin-8-amine